N-(5-((6-((R)-3-(3,5-difluorophenyl)-isoxazolidine-2-yl)pyrimidine-4-yl)amino)-4-methoxy-2-(4-((1S,4S)-5-methyl-2,5-diazabicyclo[2.2.1]-heptane-2-yl)-piperidine-1-yl)phenyl)acrylamide FC=1C=C(C=C(C1)F)[C@@H]1N(OCC1)C1=CC(=NC=N1)NC=1C(=CC(=C(C1)NC(C=C)=O)N1CCC(CC1)N1[C@@H]2CN([C@H](C1)C2)C)OC